Ethyl 3-[5-[3-bromo-5-(trifluoromethyl)-2-pyridyl]-2-chloro-4-fluoro-phenyl]-5-methyl-4H-isoxazole-5-carboxylate BrC=1C(=NC=C(C1)C(F)(F)F)C=1C(=CC(=C(C1)C1=NOC(C1)(C(=O)OCC)C)Cl)F